(3R,4R)-1-(6-chloro-2-((dimethylamino)methyl)pyridin-3-yl)-4-fluoropiperidin-3-ol ClC1=CC=C(C(=N1)CN(C)C)N1C[C@H]([C@@H](CC1)F)O